C(N)([S-])=S.C(N)([S-])=S.[Na+].[Na+] sodium bis(dithiocarbamate)